[Si].[Fe].[Zn].[Cu].[Ag] silver copper-zinc-iron-silicon